ICC(C(=O)O)=O IODO-PYRUVIC ACID